(4-((2-(4-(5-chloropyrimidin-2-yl)piperidin-1-yl)-5,5-dioxo-7,8-dihydro-6H-thiopyrano[3,2-d]pyrimidin-4-yl)amino)-2-fluorophenyl)cyclopropane-1-carboxylic acid ClC=1C=NC(=NC1)C1CCN(CC1)C=1N=C(C2=C(N1)CCCS2(=O)=O)NC2=CC(=C(C=C2)C2(CC2)C(=O)O)F